(2r,4s)-2-(4-(4-Cyclopropylphenyl)piperidine-1-carbonyl)-5-azaspiro[3.4]octan C1(CC1)C1=CC=C(C=C1)C1CCN(CC1)C(=O)C1CC2(C1)NCCC2